COC=1C=2N=CN([C@H]3C[C@H](O)[C@@H](CO)O3)C2N=C(N1)N O6-methyl-deoxyguanosine